4-chloro-1-(4-chlorophenyl)butan-1-one tert-Butyl-8-((3-methoxy-3-oxopropyl)thio)-2,3-dihydro-4H-benzo[b][1,4]oxazine-4-carboxylate C(C)(C)(C)OC(=O)N1C2=C(OCC1)C(=CC=C2)SCCC(=O)OC.ClCCCC(=O)C2=CC=C(C=C2)Cl